(2S)-N-(5-chloropyridin-2-yl)-2-(3-(5-methoxypyrazin-2-yl)piperidin-1-yl)propionamide ClC=1C=CC(=NC1)NC([C@H](C)N1CC(CCC1)C1=NC=C(N=C1)OC)=O